N1C(=NC2=C1C=CC=C2)NC(C2=NC=C(C=C2)CCCCC)=O N-(1H-benzo[d]imidazol-2-yl)-5-pentylpicolinamide